N-Lauroyl-Phytosphingosine C(CCCCCCCCCCC)(=O)N[C@@H](CO)[C@H](O)[C@H](O)CCCCCCCCCCCCCC